ClC1=C(CC=2NC(=C(N2)C2=CC=CC=C2)C2=CC=CC=C2)C=CC=C1 2-(2-Chlorobenzyl)-4,5-diphenylimidazole